FC1=C(C=C(C=C1)N1C(C=C(C2=C1N=CN=C2)C)=O)CN2CCN(CC2)C 8-(4-fluoro-3-((4-methylpiperazin-1-yl)methyl)phenyl)-5-methylpyrido[2,3-d]pyrimidin-7(8H)-one